ClC1=C(C(=CC=2C3=C(C=NC12)CN([C@H]3C)S(=O)(=O)CCN)OC)Cl (S)-2-((6,7-dichloro-8-methoxy-1-methyl-1,3-dihydro-2H-pyrrolo[3,4-c]quinolin-2-yl)sulfonyl)ethan-1-amine